C(C)(C)(C)OC(=O)N1C(CNCC1)C(C1=CSC=C1)C1=NN=NN1 ((1H-tetrazol-5-yl)(thiophen-3-yl)methyl)piperazine-1-carboxylic acid tert-butyl ester